BrC1=CC=C(C=C1)[C@H]1N([C@@H](CC2=C3C(=CC=C12)NN=C3)C)CC(F)(F)F (6R,8R)-6-(4-bromophenyl)-8-methyl-7-(2,2,2-trifluoroethyl)-6,7,8,9-tetrahydro-3H-pyrazolo[4,3-f]Isoquinoline